NC=1C2=C(N=CN1)N(C(=C2C2=CC=CC=1OCOC12)C#CC1[C@@H]2CN(C[C@H]12)C(\C=C\CN(C)C)=O)C(C)C (E)-1-((1R,5S,6s)-6-((4-amino-5-(benzo[d][1,3]dioxol-4-yl)-7-isopropyl-7H-pyrrolo[2,3-d]pyrimidin-6-yl)ethynyl)-3-azabicyclo[3.1.0]hexan-3-yl)-4-(dimethylamino)but-2-en-1-one